C(C)(CC)O[Al]OC(C)CC di-sec-butyloxyaluminum